5-(benzyloxy)-2-(2,6-dimethylphenyl)-3-fluoro-1H-indole C(C1=CC=CC=C1)OC=1C=C2C(=C(NC2=CC1)C1=C(C=CC=C1C)C)F